C(#N)C1=CC=C(CC[C@@]2(CN(CC2)C(C)(C)C2=NC=CC=C2)C(=O)OCC)C=C1 ethyl (R)-3-(4-cyanophenethyl)-1-(2-(pyridin-2-yl)propan-2-yl)pyrrolidine-3-carboxylate